FC(OC1=C(CNC(=O)N2C(O[C@@H]([C@@H]2C)C2=CC(=CC(=C2)C(F)(F)F)F)=O)C=CC=C1)F (4S,5R)-N-[2-(difluoromethoxy)benzyl]-5-[3-fluoro-5-(trifluoromethyl)phenyl]-4-methyl-2-oxo-1,3-oxazolidine-3-carboxamide